ClC=1C=C(C=CC1F)NC1=C(C=NC2=CC(=C(C=C12)NC(C=CCN(C)C)=O)OCC)C#N 4-dimethylamino-but-2-enoic acid [4-(3-chloro-4-fluoro-phenylamino)-3-cyano-7-ethoxy-quinolin-6-yl]-amide